C(C)(C)(C)OC(=O)NC(C1=NC=2N(C(N(C(C2N1C)=O)CC=1N(C2=CC=CC(=C2C1)Cl)C(=O)OC(C)(C)C)=O)C)C1CCCC1 tert-butyl 2-[[8-[(tert-butoxycarbonylamino)-cyclopentyl-methyl]-3,7-dimethyl-2,6-dioxo-purin-1-yl]methyl]-4-chloro-indole-1-carboxylate